bis-methylbenzimidazole CC1=CC=CC=2N=C(NC21)C